5,6-dichloropyridin-3-yl-methanol β-Methoxyethyl-cyanoacrylate COCCC=C(C(=O)OCC=1C=NC(=C(C1)Cl)Cl)C#N